OC(CC(=O)O)(C(C(CCCCCCCCCCCCCCC)=O)C(=O)O)C(=O)O 2-hydroxy-4-oxononadecane-1,2,3-tricarboxylic acid